C(CCCCCCCCCCC)CN([O-])C.C(CCCCCCCCCCC)CN([O-])C.C(C)(C)N1CCN(CC1)CC1=CC=C(C(=O)NC2=CC(=C(C=C2)OCC2=NC(=CC=C2)C#N)Cl)C=C1 4-((4-isopropylpiperazin-1-yl)methyl)-N-(3-chloro-4-((6-cyanopyridin-2-yl)methoxy)phenyl)benzamide lauryl-dimethylaminoxide (lauryl-dimethyl-aminoxide)